S(=O)(=O)([O-])[O-].OCCC[P+](C1=CC=CC=C1)(C1=CC=CC=C1)C1=CC=CC=C1.OCCC[P+](C1=CC=CC=C1)(C1=CC=CC=C1)C1=CC=CC=C1 (3-hydroxy-n-propyl)triphenylphosphonium sulfate